C(C)C=1C(=NC=CC1)N1N=CC(=C1C(F)(F)F)C(=O)NC1=CC(=C(C=C1)OC1=C2C(=NC=C1)NC(N2C(C)C)=O)F (3-ethylpyridin-2-yl)-N-(3-fluoro-4-((1-isopropyl-2-keto-2,3-dihydro-1H-imidazo[4,5-b]pyridin-7-yl)oxy)phenyl)-5-(trifluoromethyl)-1H-pyrazole-4-carboxamide